7-methyl-2-((2-methyl-4-(1H-1,2,3-triazol-1-yl)phenyl)amino)-9-(tetrahydro-2H-pyran-4-yl)-7,9-dihydro-8H-purin-8-one CN1C(N(C2=NC(=NC=C12)NC1=C(C=C(C=C1)N1N=NC=C1)C)C1CCOCC1)=O